C(C)OC(=O)C1=CC=2C(C3=CC(=C(C=C3OC2C=C1C(=O)OCC)C(=O)OCC)C(=O)OCC)(C(F)(F)F)C(F)(F)F 9,9-bis(trifluoromethyl)-2,3,6,7-xanthenetetracarboxylic acid tetraethyl ester